4,4',6,6'-tetraethoxy-2,2'-biphenol C(C)OC=1C=C(C(=C(C1)OCC)O)C=1C(=C(C=C(C1)OCC)OCC)O